NCC1CCC(CC1)N1C2=NC(=NC=C2N=C1NC1=CC=C(C=C1)C(F)(F)F)NC(C)(C)CC 9-((1S,4S)-4-(aminomethyl)cyclohexyl)-N2-(tert-amyl)-N8-(4-(trifluoromethyl)phenyl)-9H-purine-2,8-diamine